4,6-dibromophthalazin-1-ol BrC1=NN=C(C2=CC=C(C=C12)Br)O